4-[(3-Chloro-2-fluorophenyl)amino]-7-methoxyquinazolin-6-yl (2R)-2,4-dimethylpiperazine-1-carboxylate succinate salt C(CCC(=O)O)(=O)O.C[C@H]1N(CCN(C1)C)C(=O)OC=1C=C2C(=NC=NC2=CC1OC)NC1=C(C(=CC=C1)Cl)F